N-(3-chloro-2-methyl-4-(4-(trifluoromethyl)piperidin-1-yl)phenyl)pivalamide phenoxyethyl-Acrylate (2-Phenoxyethyl-Acrylate) O(C1=CC=CC=C1)CCC(C(=O)O)=C.O(C1=CC=CC=C1)CCOC(C=C)=O.ClC=1C(=C(C=CC1N1CCC(CC1)C(F)(F)F)NC(C(C)(C)C)=O)C